C(C)(C)(C)OC(=O)NC=1C=C(OC2=CC(=C(C=N2)C(=O)OCC)C2=CC(=NC=C2OC)Cl)C=CC1 ethyl 6-(3-((tert-butoxycarbonyl)amino)phenoxy)-2'-chloro-5'-methoxy-[4,4'-bipyridine]-3-carboxylate